(4-((4-(dimethylamino)-7,9-difluoro-5H-pyrimido[5,4-b]indol-5-yl)methyl)benzyl)phosphonic acid CN(C1=NC=NC2=C1N(C=1C=C(C=C(C21)F)F)CC2=CC=C(CP(O)(O)=O)C=C2)C